(4-amino-3,5-difluorophenyl)(8-(4-methoxy-1,2-dimethyl-6-(trifluoromethyl)-1H-benzo[d]imidazol-5-yl)indolizin-3-yl)methanone NC1=C(C=C(C=C1F)C(=O)C1=CC=C2C(=CC=CN12)C1=C(C2=C(N(C(=N2)C)C)C=C1C(F)(F)F)OC)F